6-((2-((3R,4R)-3-Amino-4-fluoropiperidin-1-yl)-6-chloro-1H-imidazo[4,5-b]pyridin-1-yl)methyl)-N-(tert-butyl)nicotinamid N[C@@H]1CN(CC[C@H]1F)C=1N(C=2C(=NC=C(C2)Cl)N1)CC1=NC=C(C(=O)NC(C)(C)C)C=C1